Kalium 5-[[4-[2-Fluoro-4-[[1-[(4-fluorophenyl)carbamoyl]cyclopropanecarbonyl] amino]phenoxy]-6-ethoxy-7-quinolyl]oxy]valerat FC1=C(OC2=CC=NC3=CC(=C(C=C23)OCC)OCCCCC(=O)[O-])C=CC(=C1)NC(=O)C1(CC1)C(NC1=CC=C(C=C1)F)=O.[K+]